tertiary butyl crotonate C(\C=C\C)(=O)OC(C)(C)C